thiamorpholinyl sulfoxide C1CSC(CN1)S(=O)C2CNCCS2